(4aS*,7aR*)-tert-butyl hexahydropyrrolo[3,4-b][1,4]oxazine-6(2H)-carboxylate O1[C@H]2[C@@H](NCC1)CN(C2)C(=O)OC(C)(C)C |o1:1,2|